C(=O)(OC(C)(C)C)NC1=C(C=C(C=C1)Br)C N-BOC-4-Bromo-2-methylaniline